3-methyl-3-(3-methylbenzyl)-butan-2-ol CC(C(C)O)(C)CC1=CC(=CC=C1)C